O=C1N(CC2=CC(=CC=C12)CNC(N)=O)[C@@]1(C(NC(CC1)=O)=O)C |r| 3-[[1-oxo-2-[rac-(3S)-3-methyl-2,6-dioxo-3-piperidinyl]isoindolin-5-yl]methyl]urea